(((1R)-1-(2-cyano-3-(5,5-difluoro-2-azabicyclo[2.2.2]octan-2-yl)-7-methylquinoxalin-5-yl)ethyl)amino)benzoic acid C(#N)C1=NC2=CC(=CC(=C2N=C1N1C2CC(C(C1)CC2)(F)F)[C@@H](C)NC2=C(C(=O)O)C=CC=C2)C